tert-butyldiphenyl{[(2E,6E)-3,7,11-trimethyldodeca-2,6,10-trien-1-yl]oxy}silane C(C)(C)(C)[Si](OC\C=C(\CC\C=C(\CCC=C(C)C)/C)/C)(C1=CC=CC=C1)C1=CC=CC=C1